perfluorophenyl 2-((2-fluoro-4-iodophenyl) amino)-1-methyl-1H-pyrrolo[2,3-b]-pyridine-3-carboxylate FC1=C(C=CC(=C1)I)NC1=C(C=2C(=NC=CC2)N1C)C(=O)OC1=C(C(=C(C(=C1F)F)F)F)F